1-(2,4-dichlorophenyl)-5-(ethoxycarbonyl)-5-methyl-2-pyrazoline-3-carboxylic acid ethyl ester 1-(2,4-dichlorophenyl)-5-(ethoxycarbonyl)-5-methyl-2-pyrazoline-3-carboxylate ClC1=C(C=CC(=C1)Cl)N1N=C(CC1(C)C(=O)OCC)C(=O)O.C(C)OC(=O)C1=NN(C(C1)(C)C(=O)OCC)C1=C(C=C(C=C1)Cl)Cl